ClC1=CC=C(C(=N1)C(=O)NS(=O)(=O)C)N[C@H](C)C=1C=C(C=C2C(N(C(=NC12)N1C[C@@H]2C([C@@H]2C1)C=1C=NC(=NC1)OC)C)=O)C 6-chloro-3-(((R)-1-(2-((1R,5S,6S)-6-(2-methoxypyrimidin-5-yl)-3-azabicyclo[3.1.0]hexan-3-yl)-3,6-dimethyl-4-oxo-3,4-dihydroquinazolin-8-yl)ethyl)amino)-N-(methylsulfonyl)picolinamide